C(CC)SC1=C(C=CC=C1C(F)(F)F)OCC(F)F 2-(2,2-difluoroethoxy)-6-trifluoromethyl-phenyl n-propyl sulfide